4-amino-N'-(cyclobutanecarbonyl)-N',1-dimethyl-N-((6-(trifluoromethyl)pyridazin-3-yl)methyl)-1H-pyrazolo[4,3-c]quinoline-8-carbohydrazide NC1=NC=2C=CC(=CC2C2=C1C=NN2C)C(=O)N(N(C)C(=O)C2CCC2)CC=2N=NC(=CC2)C(F)(F)F